C(CCCCCCC)(=O)OCCCCCCCCCC(=O)OC1=CC(=CC(=C1)CN(C)C)OC(CCCCCCCCCOC(CCCCCCC)=O)=O (5-((dimethylamino) methyl)-1,3-phenylene) bis(10-(octanoyloxy) decanoate)